C(C1=CC=CC=C1)N1CCC(CC1)CC1(C(=O)N)CC=C(C(=O)NO)C=C1 1-((1-Benzylpiperidin-4-yl)methyl)-N4-Hydroxyterephthalamide